3-(5-(4-((1-(4-(3-(4-Fluorophenyl)-7-hydroxychroman-4-yl)phenyl)piperidin-4-yl)methyl)piperazin-1-yl)-1-oxoisoindolin-2-yl)piperidin-2,6-dion FC1=CC=C(C=C1)C1COC2=CC(=CC=C2C1C1=CC=C(C=C1)N1CCC(CC1)CN1CCN(CC1)C=1C=C2CN(C(C2=CC1)=O)C1C(NC(CC1)=O)=O)O